O[C@@H]1CN(CCC1)C(=O)C1=CC=C(C=N1)NC(O[C@H](C)[C@H](C)OC1=CC2=C(N=C(S2)C2=C3N=CC(=NC3=CC(=C2)C)OC)C=C1F)=O (2R,3S)-3-((5-fluoro-2-(2-methoxy-7-methylquinoxalin-5-yl)benzo[d]thiazol-6-yl)oxy)butan-2-yl (6-((S)-3-hydroxypiperidine-1-carbonyl)pyridin-3-yl)carbamate